CN1N=CC=C1C=1C=C(C=CC1)NC(OC1=CC=CC=C1)=O phenyl (3-(1-methyl-1H-pyrazol-5-yl)phenyl)carbamate